CS1C(NC=C1)(C)NC([O-])=O 1,2-dimethylthiazol-2-ylcarbamate